CC1=NOC(=N1)N1CC2(C1)CC(C2)N2CCC(CC2)N2N=CC=C2 2-(3-methyl-1,2,4-oxadiazol-5-yl)-6-[4-(1H-pyrazol-1-yl)piperidin-1-yl]-2-azaspiro[3.3]heptane